(2R)-2-{2-[(2,5-dimethyl-phenoxy)methyl]phenyl}-2-methoxy-N-methylacetamide CC1=C(OCC2=C(C=CC=C2)[C@H](C(=O)NC)OC)C=C(C=C1)C